racemic-(E)-3-((3-butyl-7-(ethylsulfanyl)-2-methyl-1,1-dioxido-5-phenyl-2,3,4,5-tetrahydro-1,2,5-benzothiadiazepin-8-yl)oxy)acrylic acid C(CCC)C1N(S(C2=C(N(C1)C1=CC=CC=C1)C=C(C(=C2)O/C=C/C(=O)O)SCC)(=O)=O)C